6α-ethyl-5β-cholanic acid C(C)[C@H]1C[C@H]2[C@@H]3CC[C@H]([C@@H](CCC(=O)O)C)[C@]3(CC[C@@H]2[C@]2(CCCC[C@@H]12)C)C